3-(tert-butyl)-N-(6-methoxy-5-(1-methyl-7-(methylsulfonyl)-2-oxo-1,2-dihydropyrimido[4,5-d]pyrimidin-3(4H)-yl)pyridin-3-yl)benzamide caproyl-chlorite C(CCCCC)(=O)OCl=O.C(C)(C)(C)C=1C=C(C(=O)NC=2C=NC(=C(C2)N2C(N(C3=NC(=NC=C3C2)S(=O)(=O)C)C)=O)OC)C=CC1